methyl (azidoacetyl)benzoate N(=[N+]=[N-])CC(=O)C1=C(C(=O)OC)C=CC=C1